C(CC)=NC(CC(C)[SiH3])(OCC)OCC propylidene-(3-methyl-diethoxy-silyl-propyl)-amine